4-(2-ethoxypyridin-3-yl)-2-(morpholin-4-yl)-8-(1H-pyrazol-5-yl)-1,7-naphthyridine C(C)OC1=NC=CC=C1C1=CC(=NC2=C(N=CC=C12)C1=CC=NN1)N1CCOCC1